(3R)-3-((((3'-chloro-4'-fluoro-[1,1'-biphenyl]-2-yl)carbamoyl)oxy)methyl)-1-methyl-1-(2-((5-methyl-2-oxo-1,3-dioxol-4-yl)methoxy)2-oxoethyl)pyrrolidin-1-ium bromide [Br-].ClC=1C=C(C=CC1F)C1=C(C=CC=C1)NC(=O)OC[C@H]1C[N+](CC1)(CC(=O)OCC=1OC(OC1C)=O)C